FC(C1(C(N(CC1)C)=O)C(=O)OC)F methyl 3-(difluoromethyl)-1-methyl-2-oxopyrrolidine-3-carboxylate